4-(4-((3-((2,6-dimethylphenyl)amino)-1-methyl-1H-pyrazolo[3,4-d]pyrimidin-6-yl)amino)phenyl)-3,6-dihydropyridin CC1=C(C(=CC=C1)C)NC1=NN(C2=NC(=NC=C21)NC2=CC=C(C=C2)C=2CC=NCC2)C